OC1=C(C=CC=C1)C(/C=C/C1=CC=C(C=C1)\C=C/1\C(NC(S1)=O)=O)=O (5Z)-5-[[4-[(E)-3-(2-hydroxyphenyl)-3-oxoprop-1-enyl]phenyl]methylidene]-2,4-dioxo-1,3-thiazolidin